2,5-dihydroxyl-3,6-diiodobenzoquinone OC=1C(C(=C(C(C1I)=O)O)I)=O